OC1(COC1)C=1C=CC2=C(NC(=N2)C2=CC(=CN2COCC[Si](C)(C)C)C(=O)C2=C(C=CC=C2)C(F)(F)F)C1 (5-(6-(3-hydroxyoxetan-3-yl)-1H-benzo[d]imidazol-2-yl)-1-((2-(trimethylsilyl)ethoxy)methyl)-1H-pyrrol-3-yl)(2-(trifluoromethyl)phenyl)methanone